CC1=NC(=NC(=C1)N1C[C@H](CCC1)NCC1=CC(=CC=C1)N1CCCC1)N (S)-4-Methyl-6-(3-((3-(pyrrolidin-1-yl)benzyl)amino)piperidin-1-yl)pyrimidin-2-amine